2-Nitrobenzyl (S)-3-cyclopropyl-2-(2-((S)-1-(2,3-difluorobenzyl)-5-oxopyrrolidin-2-yl)acetamido)propanoate C1(CC1)C[C@@H](C(=O)OCC1=C(C=CC=C1)[N+](=O)[O-])NC(C[C@H]1N(C(CC1)=O)CC1=C(C(=CC=C1)F)F)=O